3-((2-((4-(2-((S)-4-(4-chlorophenyl)-2,3,9-trimethyl-6H-thieno[3,2-f][1,2,4]triazolo[4,3-a][1,4]diazepin-6-yl)ethyl)piperazin-1-yl)methyl)phenyl)amino)piperidine-2,6-dione ClC1=CC=C(C=C1)C1=N[C@H](C=2N(C3=C1C(=C(S3)C)C)C(=NN2)C)CCN2CCN(CC2)CC2=C(C=CC=C2)NC2C(NC(CC2)=O)=O